C(C)(C)(C)C=1C=CC=2N(C3=CC=C(C=C3C2C1)C(C)(C)C)C1=C(C(=C(C(=C1N1C2=CC=C(C=C2C=2C=C(C=CC12)C(C)(C)C)C(C)(C)C)N1C2=CC=C(C=C2C=2C=C(C=CC12)C(C)(C)C)C(C)(C)C)C1=CC=CC=C1)C#N)C1=CC=CC=C1 4',5',6'-tris(3,6-di-tert-butyl-9H-carbazol-9-yl)-[1,1':3',1''-terphenyl]-2'-carbonitrile